C(C)C1(COC1)COC1C2(CCC(C1)C2(C)C)C bornyl (3-ethyl-3-oxetanylmethyl) ether